4-bromo-6-fluoro-1-(tetrahydro-2H-pyran-4-yl)indoline-2,3-dione BrC1=C2C(C(N(C2=CC(=C1)F)C1CCOCC1)=O)=O